N-[6-([5-[6-(trifluoromethyl)pyrazin-2-yl]-1,3-dihydroisoindol-2-yl]methyl)pyrimidin-4-yl]cyclopropanesulfonamide FC(C1=CN=CC(=N1)C=1C=C2CN(CC2=CC1)CC1=CC(=NC=N1)NS(=O)(=O)C1CC1)(F)F